N-(3-methoxybenzyl)-4-((2-(3-methoxybenzyloxy)ethoxy)methyl)-N-(3-(pyrrolidin-1-yl)benzyl)oxazol-2-amine COC=1C=C(CN(C=2OC=C(N2)COCCOCC2=CC(=CC=C2)OC)CC2=CC(=CC=C2)N2CCCC2)C=CC1